(ferrocenylmethyl)trimethyl-ammonium chloride [Cl-].[C-]1(C=CC=C1)C[N+](C)(C)C.[CH-]1C=CC=C1.[Fe+2]